N1=C2N(C(C=C1)=O)C=CC=C2 pyrido[1,2-a]Pyrimidin-4-one